N[C@@H](CO)C(=O)OC |r| Methyl (±)-serinate